ClC=1C=C2CN(C(C2=C(C1)OC(F)(F)F)=O)[C@@H](C)C1CC1 (S)-5-chloro-2-(1-cyclopropylethyl)-7-(trifluoromethoxy)isoindolin-1-one